FC1=C2C(=C(NC2=C(C(=C1I)F)F)C(=O)O)I 4,6,7-trifluoro-3,5-diiodo-1H-indole-2-carboxylic acid